(S)-4'-chloro-7'-(8-methylnaphthalen-1-yl)-2'-((1-methylpyrrolidin-2-yl)methoxy)-7',8'-dihydro-6'H-spiro[cyclopropane-1,5'-pyrido[3,4-d]pyrimidine] ClC=1C2=C(N=C(N1)OC[C@H]1N(CCC1)C)CN(CC21CC1)C1=CC=CC2=CC=CC(=C12)C